isopropyl-cycloheptatrienol C(C)(C)C1=C(CC=CC=C1)O